[N+](=O)([O-])O[N+](=O)[O-] dinitroether